4-(5-chloro-2-methoxy-phenyl)-6-methyl-N-[6-(1-methyl-1,4,6,7-tetrahydro-5H-imidazo[4,5-c]pyridin-5-yl)thiazolo[4,5-b]pyrazin-2-yl]nicotinamide ClC=1C=CC(=C(C1)C1=CC(=NC=C1C(=O)NC=1SC=2C(=NC=C(N2)N2CC3=C(CC2)N(C=N3)C)N1)C)OC